CC1=CC=CC=2N(C3=CC=CC(=C3C12)C)C1=CC=C(C=C1)C1=NC=C(C(=C1C1=CC=C(C=C1)N1C2=CC=CC(=C2C=2C(=CC=CC12)C)C)C=1C=C(C#N)C=CC1)C1=CC=C(C=C1)N1C2=CC=CC(=C2C=2C(=CC=CC12)C)C 3-(2,3,5-tris(4-(4,5-dimethyl-9H-carbazol-9-yl)phenyl)pyridin-4-yl)benzonitrile